(tetrahydropyran-2-yl) carbamate C(N)(OC1OCCCC1)=O